FC(C(=O)O)(F)F.N1(CCNCC1)C=1C=CC=2N(C1)N=CC2N2C(NC(CC2)=O)=O 1-(6-(piperazin-1-yl)pyrazolo[1,5-a]pyridin-3-yl)dihydropyrimidine-2,4(1H,3H)-dione trifluoroacetate salt